N-isopropyl-3-(4-isopropylphenyl)-2-methylpropan-1-imine oxide C(C)(C)[N+](=CC(CC1=CC=C(C=C1)C(C)C)C)[O-]